ethynyltri(2-furyl)silane C(#C)[Si](C=1OC=CC1)(C=1OC=CC1)C=1OC=CC1